1-(4-chloro-6-(dodecylamino)-1,3,5-triazin-2-yl)-3-methyl-1H-imidazole-3-ium chloride [Cl-].ClC1=NC(=NC(=N1)NCCCCCCCCCCCC)N1C=[N+](C=C1)C